C1(=CC=CC=C1)C=CC(C)N1CCC2=CC=CC=C12 1-(4-phenylbut-3-en-2-yl)indoline